BrC=1C=C(C=CC1)NCC(CC=1NC(NC1)=S)O 4-[3-(3-bromophenylamino)-2-hydroxypropyl]-1,3-dihydroimidazole-2-thione